2-((2-((4-(1-(1-(2-hydroxyethyl)piperidin-4-yl)-1H-pyrazol-4-yl)phenyl)amino)-5-(trifluoromethyl)pyrimidin-4-yl)amino)-N-methylbenzamide OCCN1CCC(CC1)N1N=CC(=C1)C1=CC=C(C=C1)NC1=NC=C(C(=N1)NC1=C(C(=O)NC)C=CC=C1)C(F)(F)F